[N+](=O)([O-])C1=C(C(=CC(=C1)[N+](=O)[O-])[N+](=O)[O-])S(=O)(=O)O 2,4,6-trinitro-Benzenesulfonic acid